N1N=CC(=C1)C1=CC=C(C=C1)NC1=NC(=NC=C1)C1=CC=C2C=C(N(C2=C1)C)C(=O)NC(C(F)(F)F)C 6-(4-((4-(1H-pyrazol-4-yl)phenyl)amino)pyrimidin-2-yl)-1-methyl-N-(1,1,1-trifluoro-propan-2-yl)-1H-indole-2-carboxamide